[Cl].[Cl] chlorine compound with chlorine